C(C1=CC=CC=C1)OC(=O)N[C@H](C(=O)OC(C)(C)C)[C@@H](CCCB1OC(C(O1)(C)C)(C)C)CNC([C@H](C)NC(=O)OC(C)(C)C)=O (2S,3S)-tert-butyl 2-(benzyloxycarbonylamino)-3-(((S)-2-(tert-butoxycarbonylamino)propanamido)methyl)-6-(4,4,5,5-tetramethyl-1,3,2-dioxaborolan-2-yl)hexanoate